5-methyl-5-stearamidohexanoic acid CC(CCCC(=O)O)(C)NC(CCCCCCCCCCCCCCCCC)=O